BrCCOCCOCCOCCOCCOCCOCCOCCOCCNC(OC(C)(C)C)=O tert-butyl N-(26-bromo-3,6,9,12,15,18,21,24-octaoxahexacosan-1-yl)carbamate